lead oleylamine C(CCCCCCC\C=C/CCCCCCCC)N.[Pb]